p-t-Butylstyrol C(C)(C)(C)C1=CC=C(C=C)C=C1